ethyltrimethylolpropane triacrylate C(C=C)(=O)O.C(C=C)(=O)O.C(C=C)(=O)O.C(C)C(C(CO)(CO)CO)C